bis(2-tert-butyl-4-methyl-6-Chlorophenyl)-phenyl phosphite (bis(2-tert-butyl-4-methyl-6-chlorophenyl)phenyl phosphite) C(C)(C)(C)C1=C(C(=CC(=C1)C)Cl)C=1C(=C(C=CC1)P(O)(O)O)C1=C(C=C(C=C1Cl)C)C(C)(C)C.P(OC1=C(C(=CC=C1)C1=C(C=C(C=C1Cl)C)C(C)(C)C)C1=C(C=C(C=C1Cl)C)C(C)(C)C)(O)O